N[C@@H](CSC[C@H](N)C(=O)O)C(=O)O LANTHIONIN